7,7-difluoro-2-[(2S)-2-methylazetidin-1-yl]-4-[3-(4,4,5,5-tetramethyl-1,3,2-dioxaborolan-2-yl)phenyl]-5,6-dihydrocyclopenta[d]pyrimidine FC1(CCC2=C1N=C(N=C2C2=CC(=CC=C2)B2OC(C(O2)(C)C)(C)C)N2[C@H](CC2)C)F